CC=1N=CC=2N(C1)C(=CN2)C2=NC=CC(=N2)N2C(C(NCC2)C=2C=NNC2)C 6-Methyl-3-(4-(2-methyl-3-(1H-pyrazol-4-yl)piperazin-1-yl)pyrimidin-2-yl)imidazo[1,2-a]pyrazine